N1(N=CC=C1)CCC(=O)N1CC(=CCC1)C1=CC(=C2C=C(NC2=C1F)C(N(C)C)=O)C1=C(C=C(C=C1)N1CCN(CC1)C(=O)OC(C)(C)C)F tert-butyl 4-(4-(6-(1-(3-(1H-pyrazol-1-yl)propanoyl)-1,2,5,6-tetrahydropyridin-3-yl)-2-(dimethylcarbamoyl)-7-fluoro-1H-indol-4-yl)-3-fluorophenyl)piperazine-1-carboxylate